3,6-dibromo-9-hexyl-9H-carbazole Methyl-4-(3,6-difluoro-2-methylphenyl)-5-(4-methoxybenzoyl)-1H-pyrrole-3-carboxylate COC(=O)C1=CNC(=C1C1=C(C(=CC=C1F)F)C)C(C1=CC=C(C=C1)OC)=O.BrC=1C=CC=2N(C3=CC=C(C=C3C2C1)Br)CCCCCC